FC=1C=C(C=CC1OC(F)(F)F)NC(NC1=CC=C(C(=O)NCCCCCCC(=O)NO)C=C1)=S 4-(3-(3-fluoro-4-(trifluoromethoxy)phenyl)thioureido)-N-(7-(hydroxyamino)-7-oxoheptyl)benzamide